ClC(=C(C(F)(Cl)Cl)F)F 1,3,3-trichloro-1,2,3-trifluoropropene